rac-(2-(tert-butyl)-4-hydroxy-4,7-dihydro-5H-spiro[benzo[d]thiazole-6,4'-piperidin]-1'-yl)(7-ethoxy-3-methyl-1H-Indazol-5-yl)methanone C(C)(C)(C)C=1SC2=C(N1)[C@@H](CC1(CCN(CC1)C(=O)C=1C=C3C(=NNC3=C(C1)OCC)C)C2)O |r|